COC1C=CC(O)=C(C(C)(C)C)C=1.COC1C=CC(O)=CC=1C(C)(C)C butylhydroxyanisole